C(CCCCC)C1=CC=C(S1)C=CC1=NC(=NC=N1)C#N 4-(2-(5-hexylthiophene-2-yl)vinyl)-1,3,5-triazine-2-carbonitrile